ClC1=CC=C(OCC(=O)NC2C(CN(CC2)C(COC2=CC=C(C=C2)Cl)=O)F)C=C1 2-(4-Chlorophenoxy)-N-(1-(2-(4-chlorophenoxy)acetyl)-3-fluoropiperidin-4-yl)acetamid